C(C)OC(=O)C=1C(=NN2C1OCC(C2)COC)C2=C(C=CC=C2)F 2-(2-fluorophenyl)-6-(methoxymethyl)-6,7-dihydro-5H-pyrazolo[5,1-b][1,3]oxazine-3-carboxylic acid ethyl ester